C(C)(C)(C)OC(=O)N[C@@H](CC(=O)OCC)C1=C(C=CC(=C1)B1OC(C(O1)(C)C)(C)C)Cl Ethyl (S)-3-((tert-butoxycarbonyl)amino)-3-(2-chloro-5-(4,4,5,5-tetramethyl-1,3,2-dioxaborolan-2-yl)phenyl)propanoate